N-(3-fluoro-4-{6-methoxy-7-[3-(4-methyl-1-piperazinyl)propoxy]quinolin-4-oxy}phenyl)-7-phenylpyrazolo[1,5-a]pyrimidine-5-carboxamide FC=1C=C(C=CC1OC1=CC=NC2=CC(=C(C=C12)OC)OCCCN1CCN(CC1)C)NC(=O)C1=NC=2N(C(=C1)C1=CC=CC=C1)N=CC2